2-((4-bromophenoxy)methyl)-6-((cyclopropylmethoxy)methyl)-1,4-dioxane BrC1=CC=C(OCC2OC(COC2)COCC2CC2)C=C1